CN(C=1C=C(C=CC1)C(NC(CCC)=O)C1=CC(=C2C=CC=NC2=C1O)C)C N-((3-(dimethylamino)phenyl)(8-hydroxy-5-methylquinolin-7-yl)methyl)butyramide